C(CCCCCCCCCCC)OS(=O)(=O)O.C(O)CN monoethanolamine lauryl-sulfate salt